Cl.C(CCC)C1=NC=2C(=C(N=NC2N)C=2N(C=CC2)C)N1CC1=CC=C(C=C1)OC 2-butyl-1-(4-methoxybenzyl)-7-(1-methyl-1H-pyrrol-2-yl)-1H-imidazo[4,5-d]pyridazin-4-amine hydrochloride salt